dimethylsilyl-bis(2-methylindenyl)hafnium C[SiH](C)[Hf](C1C(=CC2=CC=CC=C12)C)C1C(=CC2=CC=CC=C12)C